C(#N)C1(CC1)N(S(=O)(=O)C=1C=C(C=2N(C1)C(=CN2)C2=NN1C(C(CCC1)F)=C2)N2CCN(CC2)C(C(C)C)=O)CC2=CC=C(C=C2)OC N-(1-cyanocyclopropyl)-3-(4-fluoro-4,5,6,7-tetrahydropyrazolo[1,5-a]pyridin-2-yl)-8-(4-isobutyrylpiperazin-1-yl)-N-(4-methoxybenzyl)imidazo[1,2-a]pyridine-6-sulfonamide